BrC=1C=C2C(=NN(C(C2=CC1)=O)CC(=O)NC1=NC=C(C=N1)F)OC1(CCC1)OC 2-[6-bromo-4-(3-cis-methoxycyclobutyl)oxy-1-oxophthalazin-2-yl]-N-(5-fluoropyrimidin-2-yl)acetamide